(R)-1-(1-hydroxypropan-2-yl)urea OC[C@@H](C)NC(=O)N